rel-(2R,3S,4S,5R)-3-(3,4-difluoro-2-methoxyphenyl)-5-methyl-N-(3-methyl-1-(methylsulfonyl)-1H-pyrazol-4-yl)-5-(trifluoromethyl)tetrahydrofuran-2-carboxamide FC=1C(=C(C=CC1F)[C@H]1[C@@H](O[C@](C1)(C(F)(F)F)C)C(=O)NC=1C(=NN(C1)S(=O)(=O)C)C)OC |o1:8,9,11|